3-(8-fluoro-2-methylimidazo[1,2-a]pyridin-6-yl)-7-(4-methylpiperazin-1-yl)quinazolin-4(3H)-one FC=1C=2N(C=C(C1)N1C=NC3=CC(=CC=C3C1=O)N1CCN(CC1)C)C=C(N2)C